ClC(C1=NC2=C(N1C1=CC3=C(NC(N3)=O)C=C1)C=CC=C2)(Cl)Cl 5-[2-(trichloromethyl)benzimidazol-1-yl]-1,3-dihydro-benzimidazol-2-one